(R)-N-((1S,2R)-1-(5-cyclopropyl-2-fluorophenyl)-2-fluoro-3-(1-isopropyl-2,4,6-trioxohexahydropyrimidin-5-yl)-3-oxopropyl)-2-methylpropane-2-sulfinamide C1(CC1)C=1C=CC(=C(C1)[C@@H]([C@H](C(=O)C1C(NC(N(C1=O)C(C)C)=O)=O)F)N[S@](=O)C(C)(C)C)F